BrC1=C(CN2C(C3=C(C=4C=CC=NC24)CCN(C3)C(=O)OC(C)(C)C)=O)C=CC=C1 tert-butyl 6-(2-bromobenzyl)-5-oxo-1,4,5,6-tetrahydropyrido[3,4-c][1,8]naphthyridine-3(2H)-carboxylate